CC1=NN2C(N=C(N=C2S)C(F)(F)F)=C1 7-methyl-2-(trifluoromethyl)pyrazolo[1,5-a][1,3,5]triazine-4-thiol